FC=1C=C(C(=O)NC(C(=O)O)CCN(CC2(CC2)CCC2=NC=3NCCCC3C=C2)CCOC)C=C(C1)F 2-[(3,5-difluorobenzoyl)amino]-4-[2-methoxyethyl-[[1-[2-(5,6,7,8-tetrahydro-1,8-naphthyridin-2-yl)ethyl]cyclopropyl]methyl]amino]butanoic acid